N-(3-(1H-imidazol-2-yl)phenyl)-3-methyl-5-oxo-1-phenyl-4,5-dihydro-1H-pyrazole-4-carboxamide N1C(=NC=C1)C=1C=C(C=CC1)NC(=O)C1C(=NN(C1=O)C1=CC=CC=C1)C